5-{[3-(azacyclopentane-1-yl)propyl]oxy}-6-methyl-1-phenyl-4,5-dihydropyrazolo[3,4-d]pyrimidin-4-one N1(CCCC1)CCCON1C(=NC2=C(C1=O)C=NN2C2=CC=CC=C2)C